NC1=C(C(=NN1C1CN(C1)C(C=C)=O)C#CC1=CC2=C(N(C=N2)C2CC2)C=C1Cl)C(=O)N 5-amino-3-[2-(6-chloro-1-cyclopropyl-1,3-benzodiazol-5-yl)ethynyl]-1-[1-(prop-2-enoyl)azetidin-3-yl]pyrazole-4-carboxamide